4-((S)-4-Acryloyl-2-methylpiperazin-1-yl)-6-fluoro-7-(2-fluoro-6-(methylthio)phenyl)-1-(2-Isopropyl-4-(methylthio)pyridin-3-yl)pyrido[2,3-d]pyrimidin-2(1H)-one C(C=C)(=O)N1C[C@@H](N(CC1)C=1C2=C(N(C(N1)=O)C=1C(=NC=CC1SC)C(C)C)N=C(C(=C2)F)C2=C(C=CC=C2SC)F)C